N-((2R)-1-(4-(1H-indazol-3-yl)-2-methyl-1,3-dioxo-2,8-diazaspiro[4.5]decan-8-yl)-3-methyl-1-oxobutan-2-yl)-2-fluoro-5-(trifluoromethyl)benzamide N1N=C(C2=CC=CC=C12)C1C(N(C(C12CCN(CC2)C([C@@H](C(C)C)NC(C2=C(C=CC(=C2)C(F)(F)F)F)=O)=O)=O)C)=O